C1(=CC=CC=C1)C1=NN=C(O1)C1=CC=C(C=C1)NC(=O)C=1SC=CN1 N-[4-(5-phenyl-1,3,4-oxadiazol-2-yl)phenyl]thiazole-2-carboxamide